ClC1=C2C(=CNC2=CC=C1)/C=C/C(=O)NC1=CC(=CC=C1)F (E)-3-(4-chloro-1H-indol-3-yl)-N-(3-fluorophenyl)acrylamide